N1=CC(=C2N1CCCC2)C2=NC(=NC=C2)NC=2C=C(C=CC2)N N'-{4-(4,5,6,7-tetrahydropyrazolo[1,5-a]Pyridin-3-yl)pyrimidin-2-yl}benzene-1,3-diamine